COC=1C=CC(=NC1)CC(=O)O 2-(5-methoxy-2-pyridyl)acetic acid